methyl (3R,4S)-1-((4-amino-7-fluoro-1,3-dihydrofuro[3,4-c]quinolin-8-yl)carbonyl)-4-(4-(trifluoromethyl)phenyl)-3-pyrrolidinecarboxylate NC1=NC=2C=C(C(=CC2C2=C1COC2)C(=O)N2C[C@@H]([C@H](C2)C2=CC=C(C=C2)C(F)(F)F)C(=O)OC)F